NCCCCCCCCCCO 10-amino-1-n-decyl alcohol